O1C(CCCC1)N1N=CC=2C1=NC=CC2B(O)O (1-(tetrahydro-2H-pyran-2-yl)-1H-pyrazolo[3,4-b]pyridin-4-yl)boronic acid